cholest-5,24-dien-3-acetate CC(C)=CCC[C@@H](C)[C@H]1CC[C@H]2[C@@H]3CC=C4CC(CC[C@]4(C)[C@H]3CC[C@]12C)CC(=O)[O-]